NC1=C(C=C(C=C1)P(C)C)OC(F)F (4-amino-3-(difluoromethoxy)phenyl)dimethylphosphine